C(C1=CC=CC=C1)C=1C=CC(=C(C1)C1=CC(=CC=C1)C(C(=O)O)(C)C)C(N)=O (5'-benzyl-2'-carbamoyl-[1,1'-biphenyl]-3-yl)-2-methylpropanoic acid